OCCN1CCN(CC1)CCNC=C1C(CCCCC1=O)=O 2-(((2-(4-(2-hydroxyethyl)piperazin-1-yl)ethyl)amino)methylene)cycloheptane-1,3-dione